OCC1(OCCCC#N)[C@@H](O)[C@H](O)[C@H](O)CO1 cyanopropyl fructopyranoside